C1(CC1)C1=NC=NC(=C1C1=NC=C2C(=N1)N(N=C2)CC2=CC=C(C=C2)C=2N(C=C(N2)C(F)(F)F)C)OC(C)C 6-(4-cyclopropyl-6-isopropoxypyrimidin-5-yl)-1-(4-(1-methyl-4-(trifluoromethyl)-1H-imidazol-2-yl)benzyl)-1H-pyrazolo[3,4-d]pyrimidine